methylcarbamoyl-proline CNC(=O)N1[C@@H](CCC1)C(=O)O